S(=O)(=O)(O)C(C(=O)OCCCCCCCCCCCCCCCCCC)CC(=O)[O-].[NH4+].[NH4+].C(CCCCCCCCCCCCCCCCC)OC(C(CC(=O)[O-])S(=O)(=O)O)=O diammonium n-octadecyl sulfosuccinate